NC=1C(NC2=C3C=CC=NC3=C(C=C2C1C1=C2C=NNC2=C(C=C1)F)C#CC)=O 3-amino-4-(7-fluoro-1H-indazol-4-yl)-6-prop-1-ynyl-1H-1,7-phenanthrolin-2-one